FC(C(CC)F)(S(=O)(=O)[O-])F 1,1,2-trifluorobutane-1-sulfonate